N1NCC2=C1C=CC=NS2 Dihydropyrazolothiazepine